N1C[C@H](CCC1)NC1=NC=C2C=C(N=C(C2=C1)N[C@H]1COCC1)C#N 7-(((S)-piperidin-3-yl)amino)-1-(((R)-tetrahydrofuran-3-yl)amino)-2,6-naphthyridine-3-carbonitrile